CC(CCC#N)(C#CC1=CC=CC=C1)C(C1=C(C=CC=C1)C)=O 4-methyl-4-(2-methylbenzoyl)-6-phenyl-5-hexynonitrile